citrate (triethyl 2-hydroxy-1,2,3-propanetricarboxylate) C(C)C(C(C(C(=O)O)(CC)CC)(C(=O)O)O)C(=O)O.C(CC(O)(C(=O)O)CC(=O)O)(=O)O